ClC1=C(COC(=O)NC=2C=CC=C3CC[C@@H](OC23)C(=O)[O-])C=CC=C1 (R)-8-((((2-chlorobenzyl)oxy)carbonyl)amino)chromane-2-carboxylate